O[C@H](CO)C1=CC(=CC(=N1)C(=O)N)C1=CC=C(C=C1)OC1=CC=C(C=C1)F (S)-6-(1,2-Dihydroxyethyl)-4-(4-(4-fluorophenoxy)phenyl)picolinamid